1,5-anhydro-2,3-dideoxy-3-(6-((6-(1,3-dimethyl-1H-pyrazol-4-yl)pyridin-3-yl)methyl)-7,8-dimethyl-4-oxoquinazolin-3(4H)-yl)-L-threo-pentitol CN1N=C(C(=C1)C1=CC=C(C=N1)CC=1C=C2C(N(C=NC2=C(C1C)C)[C@H]1CCOC[C@@H]1O)=O)C